C1(=CC=C(C=C1)C1=CC(=NC=C1)CN1CCC(CC1)(F)F)C1=CC=CC=C1 4-([1,1'-biphenyl]-4-yl)-2-((4,4-difluoropiperidin-1-yl)methyl)pyridine